C(CCCCCCCC)(=O)OCCCCCCCCCCCCCCCCCC n-octadecyl pelargonate